1-(3-bromophenyl)-N-methyl-1-(4-methyl-4H-1,2,4-triazol-3-yl)methanamine BrC=1C=C(C=CC1)C(NC)C1=NN=CN1C